IC=1C=NN(C1C)CC1(CCCCC1)CCCOC D-4-iodo-1-[[1-(3-methoxypropyl)cyclohexyl]methyl]-5-methyl-pyrazole